(2S,3R,4R,5S)-1-(((1r,4S)-4-(difluoromethyl)cyclohexyl)methyl)-2-(hydroxymethyl)piperidine-3,4,5-triol FC(C1CCC(CC1)CN1[C@H]([C@H]([C@@H]([C@H](C1)O)O)O)CO)F